tri(2-furyl)phosphine oxide O1C(=CC=C1)P(C=1OC=CC1)(C=1OC=CC1)=O